5-[1-(6,6-Difluoro-3-aza-bicyclo[3.2.0]hept-3-yl)-8,8-dimethyl-5,6-dihydro-8H-7-oxa-2,4,4b,9-tetraaza-fluoren-3-yl]-pyrimidin-2-ylamine FC1(C2CN(CC2C1)C1=NC(=NC=2N3CCOC(C3=NC12)(C)C)C=1C=NC(=NC1)N)F